FC(C(=O)O)(F)F.ClC1=CC=2C3=C(C=NC2C=C1)N=C(N3C3CN(CC3(F)F)C)CC3=NOC(=N3)C 8-chloro-1-(4,4-difluoro-1-methylpyrrolidin-3-yl)-2-[(5-methyl-1,2,4-oxadiazol-3-yl)methyl]-1H-imidazo[4,5-c]quinoline, trifluoroacetate salt